N,N'-((METHYLAZANEDIYL)BIS(HEXANE-6,1-DIYL))BIS(N,2-DIHEXYLDECANAMIDE) CN(CCCCCCN(C(C(CCCCCCCC)CCCCCC)=O)CCCCCC)CCCCCCN(C(C(CCCCCCCC)CCCCCC)=O)CCCCCC